C1(CC1)OC1=CC(=NC(=N1)C(F)(F)F)NC1=CC(=NC=C1OC)NC(C)=O N-(4-((6-cyclopropoxy-2-(trifluoromethyl)pyrimidin-4-yl)amino)-5-methoxypyridin-2-yl)acetamide